(S)-7-(methoxymethyl)-1,4-oxazepane-4-sulfonamide COC[C@@H]1CCN(CCO1)S(=O)(=O)N